BrC=1C=C(C=CC1)N1N=NC(=C1)CNC1=CC(=NC=C1)C(F)(F)F N-((1-(3-bromophenyl)-1H-1,2,3-triazol-4-yl)methyl)-2-(trifluoromethyl)pyridin-4-amine